C(C)O[Si](CCCSSSSCCC[Si](OCC)(OCC)OCC)(OCC)OCC bis(gamma-triethoxy silylpropyl) tetrasulfide